C(C1=CC=CC=C1)(C1=CC=CC=C1)OC(=O)NC1=C2N=CN(C2=NC=N1)CC(=O)O 6-N-(benzhydryloxycarbonyl)adenine-9-acetic acid